4-Tetradecyloxy-3-methoxybenzoic acid ethyl ester C(C)OC(C1=CC(=C(C=C1)OCCCCCCCCCCCCCC)OC)=O